COC1=CC=C(C2=C1NC(=N2)NC(C)=O)C=2C=NN(C2)C N-[7-methoxy-4-(1-methyl-1H-pyrazol-4-yl)-1H-1,3-benzodiazol-2-yl]acetamide